ClC=1C=CC2=C(N(CN(S2(=O)=O)[C@H](C(=O)O)[C@H](C)C2=C(C(=CC=C2F)C)C)CCCOC)C1 (2S,3R)-2-(6-chloro-4-(3-methoxypropyl)-1,1-dioxido-3,4-dihydro-2H-benzo[e][1,2,4]thiadiazin-2-yl)-3-(6-fluoro-2,3-dimethylphenyl)butanoic acid